Cl.Cl.C1C(CCC2=CC=C(C=C12)N)N 1,2,3,4-tetrahydronaphthalene-2,7-diamine dihydrochloride